(2S,3R)-3-hydroxy-4-((N-isobutyl-4-aminophenyl)sulphonamido)-1-phenylbutanol O[C@H](CC(O)C1=CC=CC=C1)CNS(=O)(=O)C1=CC=C(C=C1)NCC(C)C